1-[4-(phenylthio)p-methylphenyl]-1,2-Octanedione C1(=CC=CC=C1)SC1(CC=C(C=C1)C(C(CCCCCC)=O)=O)C